CN1C2=C(OC[C@@H](C1=O)NC(C1=NC=CC(=C1)OC1=CC=CC=C1)=O)C=CC(=N2)C#CC(C(F)(F)F)O N-((3S)-5-methyl-4-oxo-7-(4,4,4-trifluoro-3-hydroxybut-1-yn-1-yl)-2,3,4,5-tetrahydropyrido[3,2-b][1,4]oxazepin-3-yl)-4-phenoxypicolinamide